FC1=CC=C(C(=N1)C)OC1=CC=C(C(=C1C(=O)NC1=CC(=CC=C1)[S@@](=O)(=N)C)C)C(F)(F)F (R)-6-((6-fluoro-2-methylpyridin-3-yl)oxy)-2-methyl-N-(3-(S-methylsulfonimidoyl)phenyl)-3-(trifluoromethyl)benzamide